6-(1,4-Diazepan-1-yl)-N-[3-(1H-imidazol-1-yl)propyl]pyridine-2-carboxamide N1(CCNCCC1)C1=CC=CC(=N1)C(=O)NCCCN1C=NC=C1